N1(C=NC=C1)C1=CC=C(N=N1)C(=O)NC1=C(C(=O)OC)C=C(C(=C1)CCOC1=C(C=C(C(=C1)NC(=O)C=1C=CC=2N(N1)N=NN2)C(=O)OC)F)F methyl 2-(6-(1H-imidazol-1-yl)pyridazine-3-carboxamido)-5-fluoro-4-(2-(2-fluoro-4-(methoxycarbonyl)-5-(tetrazolo[1,5-b]pyridazine-6-carboxamido)phenoxy)ethyl)benzoate